2-({4-[(1S,4s)-2,5-diazabicyclo[2.2.1]hept-2-yl]phenyl}amino)-6-(2,6-dichlorophenyl)imidazo[1,2-a]pyrimido[5,4-e]pyrimidin-5(6H)-one [C@@H]12N(C[C@@H](NC1)C2)C2=CC=C(C=C2)NC=2N=CC=1C(N(C=3N(C1N2)C=CN3)C3=C(C=CC=C3Cl)Cl)=O